tert-butyl (1-benzyl-6-((6-(4-fluorophenyl)-1H-indole-2-carboxamido)methyl)-1,2,3,6-tetrahydropyridin-4-yl)carbamate C(C1=CC=CC=C1)N1CCC(=CC1CNC(=O)C=1NC2=CC(=CC=C2C1)C1=CC=C(C=C1)F)NC(OC(C)(C)C)=O